4-amino-3-methylimidazo[1,5-a]quinoxaline NC=1C=2N(C3=CC=CC=C3N1)C=NC2C